FC=1C=CC(=C2C=C(N(C12)CCNC1=CC(=NC=N1)C1=CC(=C(C=C1)S(=O)(=O)N)C)C)C 4-{6-[2-(7-Fluoro-2,4-dimethyl-indol-1-yl)-ethylamino]-pyrimidin-4-yl}-2-methyl-benzenesulfonamide